C(C1=CC=CC=C1)C=1N(C=2C(=C3CC[C@@H](NC3=CC2)C)N1)[C@@H](C)[C@@H]1CNCCC1 (7S)-2-Benzyl-7-methyl-3-[(1S)-1-[(3S)-piperidin-3-yl]ethyl]-3H,6H,7H,8H,9H-imidazo[4,5-f]chinolin